4-(3-Isopropyl-2-(8-methyl-[1,2,4]triazolo[1,5-a]pyridin-6-yl)-1H-indol-5-yl)cyclohexan-1-amin C(C)(C)C1=C(NC2=CC=C(C=C12)C1CCC(CC1)N)C=1C=C(C=2N(C1)N=CN2)C